1-Phenyl-2-[3-[7'-(4,4,5,5-tetramethyl-1,3,2-dioxaborolan-2-yl)-9,9'-spirobi[fluoren]-2'-yl]phenyl]benzimidazol C1(=CC=CC=C1)N1C(=NC2=C1C=CC=C2)C2=CC(=CC=C2)C2=CC1=C(C=C2)C2=CC=C(C=C2C12C1=CC=CC=C1C=1C=CC=CC21)B2OC(C(O2)(C)C)(C)C